5-(6,7-Dichloro-10-(1H-pyrazol-4-yl)-1,2,3,4-tetrahydropyrazino[1,2-a]indole-2-carbonyl)-1-methylpyrrolidin-2-one ClC1=C(C=CC=2C(=C3N(C12)CCN(C3)C(=O)C3CCC(N3C)=O)C=3C=NNC3)Cl